(S)-(5-(1H-pyrazol-1-yl)isochroman-1-yl)methanamine hydrochloride salt Cl.N1(N=CC=C1)C1=C2CCO[C@@H](C2=CC=C1)CN